C(C1=CC=CC=C1)OC(=O)NC(C)P(O)=O (1-benzyloxycarbonylamino-ethyl)-phosphinic acid